1,1,4,7-tetramethyl-1a,2,3,5,6,7,7a,7b-octahydrocyclopropa[h]azulene-4,4a-diol CC1(C2CCC(C3(CCC(C3C21)C)O)(O)C)C